ClC1=CC=C(C=C1)N1N=CC(=C1)S(=O)(=O)NC1=C(C(=O)OC)C=C(C=C1)OC1CN(C1)CC1=CC(=C(C=C1)NS(=O)(=O)C=1C=NN(C1)C1=CC=C(C=C1)Cl)CC(=O)OC methyl 2-(1-(4-chlorophenyl)-1H-pyrazole-4-sulfonamido)-5-((1-(4-(1-(4-chlorophenyl)-1H-pyrazole-4-sulfonamido)-3-(2-methoxy-2-oxoethyl)benzyl)-azetidin-3-yl)oxy)benzoate